5-(naphthalen-1-yl)octahydrocyclopenta[c]pyrrole hydrochloride Cl.C1(=CC=CC2=CC=CC=C12)C1CC2C(CNC2)C1